methyl-(diphenyl)phosphine oxide CP(C1=CC=CC=C1)(C1=CC=CC=C1)=O